bromo-5-(4-(4-(trifluoromethyl)phenyl)-1H-1,2,3-triazol-1-yl)-[1,1'-biphenyl]-3-carboxylic acid methyl ester COC(=O)C=1C(=C(C=C(C1)N1N=NC(=C1)C1=CC=C(C=C1)C(F)(F)F)C1=CC=CC=C1)Br